ClC1=CC=C2C(=NN(C2=C1)C1=CC=C(C=C1)S(=O)(=O)C)C(C)N1N=C(C=2C1=NC=NC2N)CC (1-(6-chloro-1-(4-(methylsulfonyl)phenyl)-1H-indazol-3-yl)ethyl)-3-ethyl-1H-pyrazolo[3,4-d]pyrimidin-4-amine